(S)-2-(1-(4-(5-(4-amino-4,6-dihydrospiro[cyclopenta[d]thiazole-5,4'-piperidine]-1'-yl)pyrazin-2-ylsulfanyl)-3-chloropyridin-2-yl)azetidin-3-yl)propan-2-ol N[C@@H]1C=2N=CSC2CC12CCN(CC2)C=2N=CC(=NC2)SC2=C(C(=NC=C2)N2CC(C2)C(C)(C)O)Cl